5-chloro-4-fluoro-6-methyl-1-(p-tolylsulfonyl)pyrrolo[2,3-b]pyridine ClC=1C(=C2C(=NC1C)N(C=C2)S(=O)(=O)C2=CC=C(C=C2)C)F